CC1=NC(=NC=2N([C@H](C(NC12)=O)C)C)NCC1=CC(=NC=C1)N1CCOCC1 (S)-4,7,8-trimethyl-2-(((2-morpholinylpyridin-4-yl)methyl)amino)-7,8-dihydropteridin-6(5H)-one